2-ethylhexyl-Glycerol C(C)C(CC(O)C(O)CO)CCCC